2,3-dibromo-1-chloro-4-thiocyanato-2-butene BrC(CCl)=C(CSC#N)Br